1,4-bis(2-hydroxy-N-methylpyrrolidyl)butane OC1(N(CCC1)C)CCCCC1(N(CCC1)C)O